(S)-2-((7,7-difluoro-5-oxo-6,7-dihydro-5H-pyrrolo[3,4-b]pyridin-2-yl)amino)-4-((2-hydroxy-1-phenylethyl)amino)pyrimidine-5-carboxylic acid FC1(NC(C=2C1=NC(=CC2)NC2=NC=C(C(=N2)N[C@H](CO)C2=CC=CC=C2)C(=O)O)=O)F